n-(2-benzoyl-4-chlorophenyl)-2-chloro-n-methylacetamide CN(C1=C(C=C(C=C1)Cl)C(=O)C2=CC=CC=C2)C(=O)CCl